3-Isocyanatopropyltripropoxysilan N(=C=O)CCC[Si](OCCC)(OCCC)OCCC